ONC(\C=C\C1=CC=C(C=C1)CN1C(N(C(C2=CC=CC=C12)=O)C1=CC=C(C=C1)O)=O)=O (E)-N-hydroxy-3-(4-((3-(4-hydroxyphenyl)-2,4-dioxo-3,4-dihydroquinazolin-1(2H)-yl)methyl)phenyl)acrylamide